4-chloro-2-(4-(4-((2,4-dimethoxybenzyl)amino)imidazo[1,5-a]quinoxalin-7-yl)-1-methyl-1H-pyrazol-5-yl)-3-fluoro-6-(1-methylcyclopropoxy)benzonitrile ClC1=C(C(=C(C#N)C(=C1)OC1(CC1)C)C1=C(C=NN1C)C=1C=C2N=C(C=3N(C2=CC1)C=NC3)NCC3=C(C=C(C=C3)OC)OC)F